3-(1-oxo-5-((2-(3-(pyrazin-2-yl)azetidin-1-yl)cyclohex-yl)oxy)isoindolin-2-yl)-piperidine-2,6-dione O=C1N(CC2=CC(=CC=C12)OC1C(CCCC1)N1CC(C1)C1=NC=CN=C1)C1C(NC(CC1)=O)=O